C(=O)O.C(C)C1(CCC1)[N+](=O)[O-] Ethyl-1-nitrocyclobutane formate